1-(4-chlorophenyl)-5-methyl-1H-pyrazole-3-carboxylic acid ClC1=CC=C(C=C1)N1N=C(C=C1C)C(=O)O